(6-cyclopropyl-[1,2,4]triazolo[1,5-a]pyridin-2-yl)methanol C1(CC1)C=1C=CC=2N(C1)N=C(N2)CO